N-(2-(1H-indol-3-yl)ethyl)-N-ethylpropan-2-amine N1C=C(C2=CC=CC=C12)CCN(C(C)C)CC